ClC=1C=C(CN(C(CN2C=NC3=CC=C(C=C3C2=O)C2CCN(CC2)C(C(C)(C)O)=O)=O)C)C=CC1Cl N-(3,4-dichlorobenzyl)-2-(6-(1-(2-hydroxy-2-methylpropanoyl)piperidin-4-yl)-4-oxoquinazolin-3(4H)-yl)-N-methylacetamide